C(CCC)[N+](CCCC)(CCCC)CCCC.S(=O)(=O)(ON1[C@H]2CC[C@H](N(C1=O)C2)C(=O)N)[O-] (2s,5s)-2-(aminocarbonyl)-7-oxo-1,6-diazabicyclo[3.2.1]oct-6-yl sulfate (tetrabutylammonium) salt